C1N(CC12CNC2)C2=CC=C(C=C2)NC=2C(=NC=C(N2)N2CC(CCC2)N2C(N(CC2)C2COC2)=O)C(=O)N 3-((4-(2,6-diazaspiro[3.3]heptane-2-yl)phenyl)amino)-5-(3-(3-(oxetane-3-yl)-2-oxoimidazolin-1-yl)piperidin-1-yl)pyrazine-2-carboxamide